4,4-dimethyl-5-((4-methylquinolin-2-yl)methyl)-4,5-dihydroisoxazole CC1(C=NOC1CC1=NC2=CC=CC=C2C(=C1)C)C